ClC=1C(=C(C=CC1)NC(=S)C=1C(NCCC1NCC1=C(C=NC=C1)OCC1OCC1)=O)C N-(3-chloro-2-methylphenyl)-4-[({3-[(oxetan-2-yl)methoxy]pyridin-4-yl}methyl)amino]-2-oxo-1,2,5,6-tetrahydropyridine-3-carbothioamide